1-allyl-N-(6-((2-amino-3-chloropyridin-4-yl)oxy)pyridin-3-yl)-5-(4-fluorophenyl)-4-oxo-1,4-dihydropyridazine-3-carboxamide C(C=C)N1N=C(C(C(=C1)C1=CC=C(C=C1)F)=O)C(=O)NC=1C=NC(=CC1)OC1=C(C(=NC=C1)N)Cl